dimethyl-1,8-octanediamine CC(CCCCCCCN)(N)C